2-(3-(trifluoromethyl)phenyl)-4,5,6,7-tetrahydropyrazolo[1,5-a]pyrazine FC(C=1C=C(C=CC1)C1=NN2C(CNCC2)=C1)(F)F